4-(1-(tert-Butoxycarbonyl)piperidin-2-yl)benzoic acid C(C)(C)(C)OC(=O)N1C(CCCC1)C1=CC=C(C(=O)O)C=C1